(E)-N'-[8-bromo-3-fluoro-6-[7-fluoro-2-(oxan-2-yl)indazole-4-carbonyl]quinolin-5-yl]-N,N-dimethylmethanimidamide BrC=1C=C(C(=C2C=C(C=NC12)F)/N=C/N(C)C)C(=O)C=1C2=CN(N=C2C(=CC1)F)C1OCCCC1